N-(2-{[(2S)-3-(5-chloro-1H,3H-spiro[1-benzofuran-2,4'-piperidin]-1'-yl)-2-hydroxypropyl]oxy}-4-fluorophenyl)urea ClC=1C=CC2=C(CC3(CCN(CC3)C[C@@H](COC3=C(C=CC(=C3)F)NC(=O)N)O)O2)C1